FC1=CC=C(C=C1)CN(C1=CC(=NN1C(=O)C=1N=CSC1)C1N(CCNC1C(F)(F)F)C(CN1CCOCC1)=O)C 1-[2-(5-{[(4-fluorophenyl)methyl](methyl)amino}-1-(1,3-thiazole-4-carbonyl)-1H-pyrazol-3-yl)-3-(trifluoromethyl)piperazin-1-yl]-2-(morpholin-4-yl)ethan-1-one